(R)-N-(5-Cyano-2-oxa-5-azaspiro[3.4]octan-7-yl)-5-(2-phenoxyphenyl)-1H-pyrazol-3-carboxamid C(#N)N1C2(COC2)C[C@H](C1)NC(=O)C1=NNC(=C1)C1=C(C=CC=C1)OC1=CC=CC=C1